ClC1=C(C(=CC=C1)Cl)C1=CC2=C(N=C(N=C2)NC=2N=NC(=CC2)OC2=NN(C=C2)CCN2CCOCC2)N(C1=O)C 6-(2,6-dichlorophenyl)-8-methyl-2-((6-((1-(2-morpholinoethyl)-1H-pyrazol-3-yl)oxy)pyridazin-3-yl)amino)pyrido[2,3-d]pyrimidin-7(8H)-one